(7-fluoro-1H-indol-6-yl)boronic acid FC=1C(=CC=C2C=CNC12)B(O)O